O=C1NC(CCC1N1C(C2=CC=C(C=C2C1=O)OCCCCCC1=NC=C(C=C1)OC1CC(C1)OC1=NC=C(C=C1)C=1C=CC=2C3=C(N(C2C1)C)C=CN=C3)=O)=O 2-(2,6-dioxopiperidin-3-yl)-5-((5-(5-((1r,3r)-3-((5-(5-methyl-5H-pyrido[4,3-b]indol-7-yl)pyridin-2-yl)oxy)cyclobutoxy)pyridin-2-yl)pentyl)oxy)isoindoline-1,3-dione